N-(5-(azetidine-1-carbonyl)-6-((2,3'-difluoro-[1,1'-biphenyl]-3-yl)methyl)-5-azaspiro[2.4]heptan-7-yl)methanesulfonamide N1(CCC1)C(=O)N1CC2(CC2)C(C1CC=1C(=C(C=CC1)C1=CC(=CC=C1)F)F)NS(=O)(=O)C